1-carboxymethyl pyrazole-4-carboxylate N1N=CC(=C1)C(=O)OCC(=O)O